2'-chloro-6'-methyl-2,3,5,6,6',7'-hexahydrospiro[pyran-4,5'-pyrrolo[4,3-b]pyridine] ClC1=CC=C2C(=N1)CN(C21CCOCC1)C